C1(CC1)C=1C(=CC(N2[C@@H](CSC12)C(=O)N)=O)CC1=CC=CC2=CC=CC=C12 (3R)-7-Cyclopropyl-6-[(1-naphthyl)methyl]-4-oxo-1-thia-3a-aza-3-indancarboxamide